BrCCOCCOCCOCCOCCOCCC(=O)OC(C)(C)C tert-butyl 1-bromo-3,6,9,12,15-pentaoxaoctadecan-18-oate